3-TERT-BUTYL-5-CHLORO-1-METHYL-1H-PYRAZOLE-4-CARBALDEHYDE C(C)(C)(C)C1=NN(C(=C1C=O)Cl)C